ClC1=CC(=NC=C1)N1C(CCC1)=O 1-(4-chloropyridin-2-yl)pyrrolidin-2-one